C(C)(C)C=1C(=NNC1C=1C=C(C=2N(C1)N=CN2)C)C=2C=CC(=NC2)N 5-(4-isopropyl-5-(8-methyl-[1,2,4]triazolo[1,5-a]pyridin-6-yl)-1H-pyrazol-3-yl)pyridin-2-amine